(4-((4-amino-5-fluoro-7H-pyrrolo[2,3-d]pyrimidin-7-yl)methyl)phenyl)boronic acid NC=1C2=C(N=CN1)N(C=C2F)CC2=CC=C(C=C2)B(O)O